cyclopenta[d]Thiazole S1CN=C2C1=CC=C2